ethyl 5-(3-(trifluoromethoxy) phenyl)-1,3,4-oxadiazole-2-carboxylate FC(OC=1C=C(C=CC1)C1=NN=C(O1)C(=O)OCC)(F)F